perfluorophenyl 1-(((2R,3R,4R,5R,6R)-3-acetamido-4,5-dihydroxy-6-(hydroxymethyl)tetrahydro-2H-pyran-2-yl)oxy)-5,16-dioxo-9,12-dioxa-6,15-diazaheptacosan-27-oate C(C)(=O)N[C@H]1[C@@H](O[C@@H]([C@@H]([C@@H]1O)O)CO)OCCCCC(NCCOCCOCCNC(CCCCCCCCCCC(=O)OC1=C(C(=C(C(=C1F)F)F)F)F)=O)=O